C(C)(C)(C)SC=1C(=C(C=CC1)N1CCN(CC1)C(=O)OCC1C2=CC=CC=C2C=2C=CC=CC12)Cl 9H-fluoren-9-ylmethyl 4-[3-(tert-butylsulfanyl)-2-chlorophenyl]piperazine-1-carboxylate